3,3'-diisopropyl-4,4'-biphenol C(C)(C)C=1C=C(C=CC1C1=C(C=C(C=C1)O)C(C)C)O